ICC(=C)C 3-iodo-2-methyl-prop-1-ene